4-amino-8-(6-methylpyridin-2-yl)-N-propylisoquinoline-3-carboxamide NC1=C(N=CC2=C(C=CC=C12)C1=NC(=CC=C1)C)C(=O)NCCC